C12CN(CC(CC1)N2)C2=NC(=NC1=C(C(=CC=C21)C2=CC(=CC1=CC=CC=C21)O)OCC(F)(F)F)OC[C@@]21CCCN1C[C@H](C2)F 4-(4-(3,8-diazabicyclo-[3.2.1]octan-3-yl)-2-(((2S,7aR)-2-fluorotetra-hydro-1H-pyrrolizin-7a(5H)-yl)methoxy)-8-(2,2,2-trifluoroethoxy)-quinazolin-7-yl)naphthalen-2-ol